C(#N)CCCS(=O)(=O)NC1=CC=C(C=C1)C=1C2=C(N=CN1)NC=C2 4-(4-((3-cyanopropyl)sulfonamido)phenyl)-7H-pyrrolo[2,3-d]pyrimidin